FC(S(=O)(=O)OC1=C(C=C(C=C1[N+](=O)[O-])Cl)F)(F)F 4-chloro-2-fluoro-6-nitrophenyl trifluoromethanesulfonate